C(C1=CC=CC=C1)C=1N(C=2C(=C3CC[C@@H](N(C3=CC2)C(=O)OC)C)N1)[C@@H]1CC[C@H](CC1)C(N)=O methyl (7S)-2-benzyl-7-methyl-3-[trans-4-carbamoylcyclohexyl]-3H,6H,7H,8H,9H-imidazo[4,5-f]quinoline-6-carboxylate